1,2-bis(phosphino)ethane PCCP